(R)-1-(pyridin-4-yl)ethanamine hydrochloride Cl.N1=CC=C(C=C1)[C@@H](C)N